O=C1NC(CCC1N1C(C2=CC=CC(=C2C1=O)NCC1=CC=C(CN2CCN(CC2)C=2C=CC(=NC2)C(=O)N(C)C)C=C1)=O)=O 5-(4-(4-((2-(2,6-dioxopiperidin-3-yl)-1,3-dioxoisoindolin-4-ylamino)methyl)benzyl)piperazin-1-yl)-N,N-dimethylpicolinamide